5-bromo-2-((2-(piperidin-1-yl)ethoxy)methyl)pyridine BrC=1C=CC(=NC1)COCCN1CCCCC1